Tert-butyl rac-(2R,4R)-4-[[3-(2,6-dioxo-3-piperidyl)-1-methyl-indazol-6-yl]amino]-2-methyl-piperidine-1-carboxylate O=C1NC(CCC1C1=NN(C2=CC(=CC=C12)N[C@H]1C[C@H](N(CC1)C(=O)OC(C)(C)C)C)C)=O |r|